FC(OC=1C=C(C=CC1)C1=CC(=CO1)C(=O)NC1=NC(=NS1)CC(C)N1CCN(CC1)C)F 5-(3-(Difluoromethoxy)phenyl)-N-(3-(2-(4-methylpiperazin-1-yl)propyl)-1,2,4-thiadiazole-5-yl)furan-3-carboxamide